O=C1N(CCC(N1)=O)C=1C=C(C=CC1)NC(C1=CC(=C(C=C1)CN1CCCCC1)F)=O N-(3-(2,4-dioxotetrahydropyrimidin-1(2H)-yl)phenyl)-3-fluoro-4-(piperidin-1-ylmethyl)benzamide